OCCN(CCCCCCCCCCCCCCCCCC)CCO bis(β-hydroxyethyl)stearylamine